O=C1NC(CCC1NC(=O)C1=CC=CC2=C1NC=N2)=O N-(2,6-dioxopiperidin-3-yl)-1H-benzo[d]imidazole-7-carboxamide